p-nitrophenylarsonic acid C1=CC(=CC=C1[N+](=O)[O-])[As](=O)(O)O